(R)-4-(4,4-difluoropiperidin-3-yl)pyridine 1-oxide FC1([C@@H](CNCC1)C1=CC=[N+](C=C1)[O-])F